Cl.C1(CC1)C1=NC(=NO1)C1(CCNCC1)C 4-(5-cyclopropyl-1,2,4-oxadiazol-3-yl)-4-methylpiperidine monohydrochloride